Cl.NC/C(/COC=1C=C2CCN(C(C2=CC1)=O)CCP(=O)(OCC)OCC)=C\F 6-[(E)-2-(aminomethyl)-3-fluoro-allyloxy]-2-(2-diethoxyphosphorylethyl)-3,4-dihydroisoquinoline-1-one hydrochloride